(1S,2S)-2-[(pyridin-2-yl)amino]cyclobutane-1-carboxylic acid N1=C(C=CC=C1)N[C@@H]1[C@H](CC1)C(=O)O